C(C)N1CCN(CC1)CC=1C=CC(=NC1)C1(N=C(C2=C(N1)SC=C2C)NC2(CC2)C)N 2-(5-((4-ethylpiperazin-1-yl)methyl)pyridin-2-yl)-5-methyl-N4-(1-methylcyclopropyl)thieno[2,3-d]pyrimidine-2,4-diamine